COC(C(N(C(=O)OC(C)(C)C)P(=O)(O)O)(C)C)=O Trimethyl-N-(tert-butoxycarbonyl)-phosphonoglycine